C1(CC1)C1=CC(=NN1)NC1=NC(=NC=C1)N1C2CCC(C1)(CC2)CNC N-(5-cyclopropyl-1H-pyrazol-3-yl)-2-[4-(methylaminomethyl)-2-azabicyclo[2.2.2]oct-2-yl]pyrimidin-4-amine